4-fluoro-1,1'-biphenyl FC1=CC=C(C=C1)C1=CC=CC=C1